7-methyl-2-propyl-N-[(1r,3s)-3-{[2-(trifluoromethyl)quinolin-4-yl]amino}cyclohexyl]-1H-1,3-benzodiazole-5-carboxamide CC1=CC(=CC2=C1NC(=N2)CCC)C(=O)N[C@H]2C[C@H](CCC2)NC2=CC(=NC1=CC=CC=C21)C(F)(F)F